pentadecyl eicosanate C(CCCCCCCCCCCCCCCCCCC)(=O)OCCCCCCCCCCCCCCC